CN1C=NC=2C1=NC=CC2NC(=O)N2CCC=1C2=NC=CC1N1CCN(CC1)C(=O)OC(C)(C)C tert-butyl 4-(1-((3-methyl-3H-imidazo[4,5-b]pyridin-7-yl)carbamoyl)-2,3-dihydro-1H-pyrrolo[2,3-b]pyridin-4-yl)piperazine-1-carboxylate